N1N=NC(=C1)CNC(=O)[C@H]1N2C3=C(C=CC=C3C1)CC[C@@H](C2=O)N(C(CCC(C)C)=O)NC(CC2=CC=CC=C2)=O (2S,5S)-5-((S)-4-Methyl-2-phenylacetylamino-pentanoylamino)-4-oxo-1,2,4,5,6,7-hexahydro-azepino[3,2,1-hi]indole-2-carboxylic acid (1H-[1,2,3]triazol-4-ylmethyl)-amide